2-((benzyloxy)methyl)-2-(hydroxymethyl)cyclopentan-1-one C(C1=CC=CC=C1)OCC1(C(CCC1)=O)CO